CC1=NOC2=C1C(NC=1C=CC(=CC21)F)=O 3-methyl-8-fluoroisoxazolo[4,5-c]quinolin-4(5H)-one